C1(CCCCC1)C=CC#N Cyclohexanacrylnitril